2-(bis(3-chloro-4-fluorophenyl)methyl)-N-((3R,4R)-4-hydroxytetrahydro-2H-pyran-3-yl)-1H-imidazole-5-sulfonamide ClC=1C=C(C=CC1F)C(C=1NC(=CN1)S(=O)(=O)N[C@@H]1COCC[C@H]1O)C1=CC(=C(C=C1)F)Cl